N1N=CC=C1O 1H-pyrazol-5-ol